The molecule is a polyatomic cation consisting of four phenyl groups attached to stibonium. It derives from a hydride of a stibonium. C1=CC=C(C=C1)[Sb+](C2=CC=CC=C2)(C3=CC=CC=C3)C4=CC=CC=C4